2-Chloroethanephosphonic acid diethyl ester C(C)OP(OCC)(=O)CCCl